(3-(2-amino-5-fluorophenyl)propyl)-carbamic acid tert-butyl ester C(C)(C)(C)OC(NCCCC1=C(C=CC(=C1)F)N)=O